1-dodecyl-4-ethylpyridinium fluoride salt [F-].C(CCCCCCCCCCC)[N+]1=CC=C(C=C1)CC